3-[4-[2,3-difluoro-4-(4,4,5,5-tetramethyl-1,3,2-dioxaborolan-2-yl)phenyl]-3-(trifluoromethyl)pyrazol-1-yl]-2-methyl-propan-1-ol FC1=C(C=CC(=C1F)B1OC(C(O1)(C)C)(C)C)C=1C(=NN(C1)CC(CO)C)C(F)(F)F